C1(CCCCC1)NC1=C2C(=NC(=N1)NC1CCC(CC1)N1CCOCC1)NN=C2C=2C=NC=CC2 N4-cyclohexyl-N6-(4-morpholinocyclohexyl)-3-(pyridin-3-yl)-1H-pyrazolo[3,4-d]pyrimidine-4,6-diamine